FC1=CC=C(C=C1)C1SCC(N1C1=C(C=C(C(=O)NS(=O)(=O)C2=CC=C(C=C2)C)C=C1)C)=O 4-[2-(4-fluorophenyl)-4-oxo-1,3-thiazolidin-3-yl]-3-methyl-N-[(4-methylphenyl)sulfonyl]benzamide